FC1=CC=C(OC2=CC=C(\C=C/3\C(=C(C4=CC=CC=C34)CC(CO)O)C)C=C2)C=C1 (Z)-3-(1-(4-(4-fluorophenoxy)benzylidene)-2-methyl-1H-inden-3-yl)propane-1,2-diol